FC1=C(C(=CC=C1)F)NC=1N(C2=NC(=NC=C2N1)N[C@H](CO)C)C1CCC(CC1)C(=O)N (1R,4s)-4-(8-(2,6-difluorophenylamino)-2-((S)-1-hydroxypropan-2-ylamino)-9H-purin-9-yl)cyclohexanecarboxamide